Tert-butyl (R)-3-((S)-1-((S)-4-benzyl-2-oxooxazolidin-3-yl)-3-(3-bromobenzofuran-5-yl)-1-oxopropan-2-yl)pyrrolidine-1-carboxylate C(C1=CC=CC=C1)[C@@H]1N(C(OC1)=O)C([C@@H](CC=1C=CC2=C(C(=CO2)Br)C1)[C@@H]1CN(CC1)C(=O)OC(C)(C)C)=O